OC(C[C@H](N)C(=O)O)C(N)O 4,5-dihydroxyornithine